6-amino-7-(3-hydroxy-2,6-dimethylphenyl)-2-methyl-7H-pyrrolo[2,3-d]pyrimidine-5-carboxamide NC1=C(C2=C(N=C(N=C2)C)N1C1=C(C(=CC=C1C)O)C)C(=O)N